ClC=1C=CC2=C(N=C(O2)N2CC3(C2)CC(C3)NC(N(C)C)=O)C1 3-[2-(5-chloro-1,3-benzoxazol-2-yl)-2-azaspiro[3.3]heptan-6-yl]-1,1-dimethyl-urea